FC=1C=C2C(=CN(C2=C(C1)F)C(C(C)(C)C)=O)CCC(=O)O 3-(5,7-difluoro-1-pivaloyl-1H-indol-3-yl)propanoic acid